COC(=O)C=1C=C(C=C(C1)C(=O)OC)S(=O)(=O)O.CC1N(C2=C(N1CCCCCCCC)C=CC=C2)C (2,3-dimethyl-1-octyl-benzimidazole) 3,5-bis(methoxycarbonyl)benzenesulfonate